C(C=C)C(=O)Cl allyl-formic acid chloride